FC=1C=C(C=CC1)C1=NN=C(S1)N 5-(3-fluorophenyl)-1,3,4-thiadiazol-2-amine